(S)-4-Phenyl-6-(3-(((2-(trifluoromethyl)pyridin-3-yl)oxy)methyl)piperidin-1-yl)pyridin-2(1H)-one C1(=CC=CC=C1)C1=CC(NC(=C1)N1C[C@H](CCC1)COC=1C(=NC=CC1)C(F)(F)F)=O